5-methyl-1,2,3,5-tetrahydropyrrolo[3,4-c]pyrrole CN1C=C2C(=C1)CNC2